L-3-nitrofluoranthene [N+](=O)([O-])C=1C=CC=2C3=CC=CC=C3C3=CC=CC1C23